4-((7-(cyclopent-1-en-1-yl)-3,6-dimethyl-2-oxo-2,3-dihydro-1H-imidazo[4,5-c]pyridin-1-yl)methyl)-3,5-difluorobenzenesulfonamide C1(=CCCC1)C=1C2=C(C=NC1C)N(C(N2CC2=C(C=C(C=C2F)S(=O)(=O)N)F)=O)C